OC=1C=CC2=C(N=CC3(N(C4=CC(=C(C=C4C3(C)C)C)C)C)O2)C1 6-hydroxy-1',3',3',5',6'-pentamethylspiro[2H-1,4-benzoxazine-2,2'-indoline]